(9H-fluoren-9-yl)methyl ((6-bromo-7-iodoisoquinolin-3-yl)methyl)(isobutyl)carbamate BrC=1C=C2C=C(N=CC2=CC1I)CN(C(OCC1C2=CC=CC=C2C=2C=CC=CC12)=O)CC(C)C